tert-butyl ((S)-5-(2-nitro-1H-imidazol-1-yl)-1-oxo-1-(((R)-1,4,4-trimethylpyrrolidin-3-yl)amino)pentan-2-yl)carbamate [N+](=O)([O-])C=1N(C=CN1)CCC[C@@H](C(N[C@H]1CN(CC1(C)C)C)=O)NC(OC(C)(C)C)=O